(2-Fluorophenyl)[5-{[2-(4-isopropylphenyl)imidazo[1,2-a]pyridin-3-yl]methyl}hexahydropyrrolo[3,4-c]pyrrol-2(1H)-yl]methanone FC1=C(C=CC=C1)C(=O)N1CC2CN(CC2C1)CC1=C(N=C2N1C=CC=C2)C2=CC=C(C=C2)C(C)C